(2-Methyl-1H-tetrazol-5-yl)methyl (1-((3-chloro-4-fluorophenyl) carbamoyl)-2-methyl-2,4,5,6-tetrahydrocyclopenta[c]pyrrol-4-yl)carbamate ClC=1C=C(C=CC1F)NC(=O)C=1N(C=C2C1CCC2NC(OCC2=NNN(N2)C)=O)C